FC1=C(C(=C(C(=C1F)[B-](C1=C(C(=C(C(=C1F)F)C1=CC=C(C=C1)C=C)F)F)(C1=C(C(=C(C(=C1F)F)C1=CC=C(C=C1)C=C)F)F)C1=C(C(=C(C(=C1F)F)C1=CC=C(C=C1)C=C)F)F)F)F)C1=CC=C(C=C1)C=C.C(C)(C)C1=CC=C(C=C1)[I+]C1=CC=C(C=C1)C (4-isopropylphenyl)(p-tolyl)iodonium tetrakis(2,3,5,6-tetrafluoro-4'-vinyl-[1,1'-biphenyl]-4-yl)borate